ClC1=C(C=C2C=C(N=CC2=C1)NC(=O)C1C(CC1)C#N)C1CCN(CC1)[C@]1(COC[C@H]1F)C N-(7-chloro-6-(1-((3S,4S)-4-fluoro-3-methyltetrahydrofuran-3-yl)piperidin-4-yl)isoquinolin-3-yl)-2-cyanocyclobutane-1-carboxamide